ClC=1C=C(OCC2(COC2)O)C=CC1C=1N(C2=NC=NC(=C2N1)OC1(CC1)C)CC1=NC=CC(=C1)C 3-((3-chloro-4-(6-(1-methylcyclopropoxy)-9-((4-methylpyridin-2-yl)methyl)-9H-purin-8-yl)phenoxy)methyl)oxetan-3-ol